CN1C(N(C2=C1C=C(C=C2)C2CCN(CC2)CCC2CCNCC2)C2C(NC(CC2)=O)=O)=O 3-[3-methyl-2-oxo-5-[1-[2-(4-piperidyl)ethyl]-4-piperidyl]benzimidazol-1-yl]piperidine-2,6-dione